C(C)(C)N1CCC(CC1)C1=NN=C(O1)[C@@]12CN(C[C@]2(C1)C(F)(F)F)C1=C2C=CC=NC2=C(C=C1)C#N 5-((1S,5R)-1-(5-(1-isopropylpiperidin-4-yl)-1,3,4-oxadiazol-2-yl)-5-(trifluoromethyl)-3-azabicyclo[3.1.0]hexan-3-yl)quinoline-8-carbonitrile